N-(4-(((tert-butyldimethylsilyl)oxy)methyl)phenyl)-6-isopropoxy-3-nitropyridin-2-amine [Si](C)(C)(C(C)(C)C)OCC1=CC=C(C=C1)NC1=NC(=CC=C1[N+](=O)[O-])OC(C)C